C(C)(=O)NC=1C=C(C=CC1C(=O)OC)C1N(CCN(C1)CC(F)F)CC1=C2C=CN(C2=C(C=C1OC)C)C(=O)OC(C)(C)C tert-Butyl 4-((2-(3-acetamido-4-(methoxycarbonyl)phenyl)-4-(2,2-difluoroethyl)piperazin-1-yl)methyl)-5-methoxy-7-methyl-1H-indole-1-carboxylate